4-((1R,5S)-3,8-diazabicyclo[3.2.1]octan-8-yl)-7-(7-fluoro-8-vinylnaphthalen-1-yl)-2-(((2R,7aS)-2-fluorotetrahydro-1H-pyrrolizin-7a(5H)-yl)methoxy)quinazoline [C@H]12CNC[C@H](CC1)N2C2=NC(=NC1=CC(=CC=C21)C2=CC=CC1=CC=C(C(=C21)C=C)F)OC[C@]21CCCN1C[C@@H](C2)F